2,2-difluoro-N-((2-((1-(2-(5-fluoroisoindolin-2-yl)-3,6-dimethyl-4-oxo-3,4-dihydroquinazolin-8-yl)ethyl)amino)phenyl)sulfonyl)acetamide FC(C(=O)NS(=O)(=O)C1=C(C=CC=C1)NC(C)C=1C=C(C=C2C(N(C(=NC12)N1CC2=CC=C(C=C2C1)F)C)=O)C)F